OCC1([C@H](C[C@@H](O1)N1CN=CC(=C1)F)OC(C1=CC=CC=C1)(C1=CC=CC=C1)C1=CC=CC=C1)CO 1-((2R,4S)-5,5-bis(hydroxymethyl)-4-(trityloxy)tetrahydrofuran-2-yl)-5-fluoropyrimidine